COC(=O)N1CCC(CC1)CN1CCC(CC1)C=1C=CC=C2C(=NN(C12)C)C1C(NC(CC1)=O)=O methyl-4-((4-(3-(2,6-dioxopiperidin-3-yl)-1-methyl-1H-indazol-7-yl)piperidin-1-yl)methyl)piperidine-1-carboxylate